2-(1-methyl-1H-imidazol-5-yl)-6-((tetrahydro-2H-pyran-4-yl)methoxy)-N-(2-(trifluoromethyl)pyridin-4-yl)pyrimidine-4-carboxamide sodium acetate C(C)(=O)[O-].[Na+].CN1C=NC=C1C1=NC(=CC(=N1)C(=O)NC1=CC(=NC=C1)C(F)(F)F)OCC1CCOCC1